C(C=CCC)C1=CC=C(C=C1)C1=CC=CC=C1 4-(2-penten-1-yl)-1,1'-biphenyl